methyl 3-(N-(3'-fluoro-4-(tetrazol-5-yl)-[1,1'-biphenyl]-2-yl)sulfamoyl)-4-methoxybenzoate FC=1C=C(C=CC1)C1=C(C=C(C=C1)C1=NN=NN1)NS(=O)(=O)C=1C=C(C(=O)OC)C=CC1OC